FC1=C(C=C(C=C1)F)[C@]([C@H](C(=S)N)C)(CN1N=CN=C1)O (2R,3R)-3-(2,5-difluorophenyl)-3-hydroxy-2-methyl-4-[1H-(1,2,4)-triazole-1-yl]thiobutanamide